OC=1C=C(C=CC1O)C=C(C(=O)N)C (3,4-dihydroxyphenyl)methacrylamide